benzyloxycarbonyl-methylglutamate C(C1=CC=CC=C1)OC(=O)N([C@@H](CCC(=O)[O-])C(=O)[O-])C